3-((7,7-difluoro-6-(4-methoxyphenyl)-3-azabicyclo[4.1.0]hept-3-yl)carbonyl)-1,5,7-trimethyl-1,5-dihydro-4H-pyrrolo[3,2-c]pyridin-4-one FC1(C2(CCN(CC12)C(=O)C1=CN(C2=C1C(N(C=C2C)C)=O)C)C2=CC=C(C=C2)OC)F